3,3,7,7-tetrafluoro-1-azaspiro[4.4]nonen-4-ol FC1(C=NC2(C1O)CC(CC2)(F)F)F